(2,3-Dimethyl-1H-pyrrolo[2,3-b]pyridin-5-yl)boronic acid CC1=C(C=2C(=NC=C(C2)B(O)O)N1)C